FC=1C(=NC=CC1)C(O)([2H])[2H] (3-fluoropyridin-2-yl)methane-d2-ol